(Z)-7-[(1R,5S,6R,7R)-7-[(3S)-3-hydroxyoctyl]-3-oxo-2,4-dioxabicyclo[3.2.1]octan-6-yl]hept-5-enoic acid O[C@H](CC[C@@H]1[C@H]([C@H]2OC(O[C@@H]1C2)=O)C\C=C/CCCC(=O)O)CCCCC